3,5-divinylpiperazine-1-carboxylate C(=C)C1CN(CC(N1)C=C)C(=O)[O-]